CN([C@H]1CCOC=2C1=NC=CC2)CC2NCC1=CC=CC(=C1C2)N2CCOCC2 (4S)-N-methyl-N-((5-morpholino-1,2,3,4-tetrahydroisoquinolin-3-yl)methyl)-3,4-dihydro-2H-pyrano[3,2-b]pyridin-4-amine